tert-butyl (1-(1-(2,6-dioxopiperidin-3-yl)-4,4-difluoro-1,2,3,4-tetrahydroquinolin-5-yl)piperidin-4-yl)(methyl)carbamate O=C1NC(CCC1N1CCC(C2=C(C=CC=C12)N1CCC(CC1)N(C(OC(C)(C)C)=O)C)(F)F)=O